BrC1=CC(=NN1C(C)C)C(F)(F)F 5-bromo-1-isopropyl-3-(trifluoromethyl)pyrazole